FC(CN1C(=NC2=C1C=C(C=C2)C=2C(=CN1N=C(N=C(C12)OC)N[C@@H]1[C@H](CN(CC1)CCOC)F)F)C)F 5-(1-(2,2-difluoroethyl)-2-methyl-1H-benzo[d]imidazol-6-yl)-6-fluoro-N-((3S,4S)-3-fluoro-1-(2-methoxyethyl)piperidin-4-yl)-4-methoxypyrrolo[2,1-f][1,2,4]triazin-2-amine